C1(=CCCC1)C1=NN=C2N1C1=CC=CC=C1C(=N2)N(C2=CC=CC=C2)C (cyclopent-1-en-1-yl)-N-methyl-N-Phenyl-[1,2,4]triazolo[4,3-a]quinazolin-5-amine